BrC=1N=C2N(C(=C(C(N2N1)=O)N1CCN(CC1)C(=O)OC(C)(C)C)CC)CC(NC1=C(C=C(C=C1)C(F)(F)F)C)=O tert-butyl 4-[8-bromo-4-ethyl-5-[[2-methyl-4-(trifluoromethyl)phenyl]carbamoylmethyl]-2-oxo-1,5,7,9-tetraazabicyclo[4.3.0]nona-3,6,8-trien-3-yl]piperazine-1-carboxylate